N-(2,6-dichlorophenyl)-4-ethoxy-2-{[3-methyl-4-(4-methylpiperazin-1-yl)phenyl]amino}pyrimidine-5-carboxamide ClC1=C(C(=CC=C1)Cl)NC(=O)C=1C(=NC(=NC1)NC1=CC(=C(C=C1)N1CCN(CC1)C)C)OCC